C(C)(C)(C)OC(=O)N1CCC(=CC1)C(C(=O)OCC)(F)F 4-(2-ethoxy-1,1-difluoro-2-oxo-ethyl)-3,6-dihydro-2H-pyridine-1-carboxylic acid tert-butyl ester